O[C@H]1[C@H](O[C@@]2(CCCO2)[C@@H]([C@H]1N1N=NC(=C1)C1=CC(=C(C(=C1)F)F)F)OCC(=O)C1=CC=CC=C1)CO 2-(((5S,7R,8R,9S,10R)-8-hydroxy-7-(hydroxymethyl)-9-(4-(3,4,5-trifluorophenyl)-1H-1,2,3-triazol-1-yl)-1,6-dioxaspiro[4.5]decan-10-yl)oxy)-1-phenylethanone